C(C1=CC=CC=C1)OC1=CC=C2C(=N1)N(C(=C2)C=2N=C1N(C(=CC(=C1)C(=O)OC)OC)C2C)C(=O)OC(C)(C)C methyl 2-(6-(benzyloxy)-1-(tert-butoxycarbonyl)-1H-pyrrolo[2,3-b]pyridin-2-yl)-5-methoxy-3-methylimidazo[1,2-a]pyridine-7-carboxylate